5-[7-[[5-(3-methoxy-3-methyl-azetidine-1-carbonyl)-2-pyridinyl]amino]-3-methyl-imidazo[4,5-b]pyridin-5-yl]oxy-4-methyl-pyridine-2-carbonitrile COC1(CN(C1)C(=O)C=1C=CC(=NC1)NC1=C2C(=NC(=C1)OC=1C(=CC(=NC1)C#N)C)N(C=N2)C)C